iron(III) citrate hydrate O.C(CC(O)(C(=O)[O-])CC(=O)[O-])(=O)[O-].[Fe+3]